FC=1C=C(COC=2C=C3N(C(N2)=O)CC2N3CCC(C2)(CO)CS(=O)(=O)[O-])C=CC1OC1=CC(=NC=C1)C(F)(F)F (3-((3-fluoro-4-((2-(trifluoromethyl)pyridin-4-yl)oxy)benzyl)oxy)-8-(hydroxymethyl)-1-oxo-6,7,8,9,9a,10-Hexahydro-1H-pyrido[1',2':3,4]imidazo[1,2-c]pyrimidin-8-yl)methylsulfonate